CC1(OC2=C(C(=C(C(=C2CC1)C)O)C)C)CCCC(CCCC(CCCC(C)C)C)C 2,5,7,8-tetramethyl-2-[4,8,12-trimethyltridecyl]-chroman-6-ol